methyl 2-amino-3,3,3-trifluoro-propanoate hydrochloride Cl.NC(C(=O)OC)C(F)(F)F